The molecule is a cholestanoid obtained by formal condensation of the carboxy group of (25R)-3alpha,7alpha-dihydroxy-5beta-cholestan-26-oic acid with the amino group of taurine. It has a role as a human xenobiotic metabolite. It is a cholestanoid, a 3alpha-hydroxy steroid, a 7alpha-hydroxy steroid, a monocarboxylic acid amide and an organosulfonic acid. It derives from a (25R)-3alpha,7alpha-dihydroxy-5beta-cholestan-26-oic acid and a taurine. C[C@H](CCC[C@@H](C)C(=O)NCCS(=O)(=O)O)[C@H]1CC[C@@H]2[C@@]1(CC[C@H]3[C@H]2[C@@H](C[C@H]4[C@@]3(CC[C@H](C4)O)C)O)C